1-(2,6-Dimethoxyphenyl)-2-(6-ethoxypyridin-2-yl)-1H-imidazo[4,5-b]pyrazine COC1=C(C(=CC=C1)OC)N1C(=NC=2C1=NC=CN2)C2=NC(=CC=C2)OCC